(s)-1-cyclopropyl-N-(3-(1-((7-methyl-5H-pyrrolo[2,3-b]pyrazin-2-yl)amino)ethyl)phenyl)-1H-pyrazole-4-carboxamide C1(CC1)N1N=CC(=C1)C(=O)NC1=CC(=CC=C1)[C@H](C)NC=1N=C2C(=NC1)NC=C2C